(R)-Ethyl 1-((4-hydroxy-1-(3-phenylbutanoyl)piperidin-4-yl)methyl)-6-oxo-4-phenyl-1,6-dihydropyridine-3-carboxylate OC1(CCN(CC1)C(C[C@@H](C)C1=CC=CC=C1)=O)CN1C=C(C(=CC1=O)C1=CC=CC=C1)C(=O)OCC